CC1=C(N=CC=N1)SC1CNCC1 6-methyl-5-(pyrrolidin-3-ylsulfanyl)pyrazin